COC(=O)C1CC(C1)OC1=C(C(=CC=C1)OCC1=CC=CC=C1)C1OCCO1.ClC1=CC=C(C[C@H]2CO[C@H](C[NH+]2C2CCNCC2)C)C=C1 (2S,5S)-5-(4-chlorobenzyl)-2-methyl-4-(piperidin-4-yl)morpholinium Methyl-3-(3-(benzyloxy)-2-(1,3-dioxolan-2-yl)phenoxy)cyclobutane-1-carboxylate